4-amino-N-(3-(((6-chloropyridin-3-yl)methyl)amino)-5-fluoropyridin-2-yl)-1,2,5-oxadiazole-3-carboxamide NC=1C(=NON1)C(=O)NC1=NC=C(C=C1NCC=1C=NC(=CC1)Cl)F